(S)-N-(2-((3,3-difluoro-1-hydroxycyclobutyl)ethynyl)-9-methyl-8-oxo-6,7,8,9-tetrahydro-5H-pyrido[2,3-b]azepin-7-yl)-4-phenoxypicolinamide FC1(CC(C1)(O)C#CC=1C=CC2=C(N(C([C@H](CC2)NC(C2=NC=CC(=C2)OC2=CC=CC=C2)=O)=O)C)N1)F